FC1=C(N=CC2=C1N=C(N=C2N2CC1CCC(C2)N1C(=O)[O-])OCC12CCCN2CCC1)C1=CC(=CC=C1)O 3-(8-fluoro-2-((hexahydro-1H-pyrrolizin-7a-yl)methoxy)-7-(3-hydroxyphenyl)pyrido[4,3-d]pyrimidin-4-yl)-3,8-diazabicyclo[3.2.1]octane-8-carboxylate